(+/-)-2-Methyltetrahydrofuran-3-Thiol Acetate C(C)(=O)O.CC1OCCC1S